C(#N)C=1C(=CC(=NC1N1[C@H](CC1)C)N1C[C@H](CC1)CCC(=O)O)C(F)(F)F 3-((S)-1-(5-cyano-6-((S)-2-methylazetidin-1-yl)-4-(trifluoromethyl)pyridin-2-yl)pyrrolidin-3-yl)propionic acid